tert-butyl (3R,4S)-3-(acetyloxy)-4-{[5-chloro-6-cyano-7-(1-ethylcyclobutyl)pyrrolo[2,1-f][1,2,4]triazin-2-yl]amino}piperidine-1-carboxylate C(C)(=O)O[C@@H]1CN(CC[C@@H]1NC1=NN2C(C=N1)=C(C(=C2C2(CCC2)CC)C#N)Cl)C(=O)OC(C)(C)C